C(CCCCCCCCC)N(C(CCCCCCCN(C1CCC(CC1)O)CCCCCCCC(=O)N(CCCCCC)CCCCCCCCCCCC)=O)CCCCCCCCCC N,N-didecyl-8-((8-(dodecyl(hexyl)-amino)-8-oxooctyl)-(4-hydroxycyclohex-yl)amino)octanamide